CN1C=NC2=C1C=CC(=C2)COC2=CC=CC(=N2)C2CCN(CC2)CC2=NC1=C(N2C[C@H]2OCC2)C=C(C=C1)C(=O)[O-] (S)-2-((4-(6-((1-methyl-1H-benzo[d]imidazol-5-yl)methoxy)pyridin-2-yl)piperidine-1-yl)methyl)-1-(oxetan-2-ylmethyl)-1H-benzo[d]imidazole-6-carboxylate